((((2R,3S,4R,5R)-5-(6-chloro-4-(N-cyclopentylacetamido)-1H-pyrazolo[3,4-d]pyrimidin-1-yl)-3,4-dihydroxytetrahydrofuran-2-yl)methoxy)methyl)phosphonic acid ClC1=NC(=C2C(=N1)N(N=C2)[C@H]2[C@@H]([C@@H]([C@H](O2)COCP(O)(O)=O)O)O)N(C(C)=O)C2CCCC2